(1R,3R)-3-((S)-2-(((1s,4S)-4-Cyanocyclohexyl)methyl)-6-(methoxycarbonyl)-7-methyl-6,7,8,9-tetrahydro-3H-imidazo[4,5-f]chinolin-3-yl)cyclohexan C(#N)C1CCC(CC1)CC=1N(C=2C(=C3CC[C@@H](N(C3=CC2)C(=O)OC)C)N1)C1CCCCC1